ClC=1C(=CC(=C(C(=O)NC2=CC(=NC=C2)OC[C@@H](CO)O)C1)C1=CCOC2=C1C=CC(=C2)F)C(F)(F)F 5-chloro-N-(2-((R)-2,3-dihydroxypropoxy)pyridin-4-yl)-2-(7-fluoro-benzopyran-4-yl)-4-trifluoromethyl-benzamide